O=C(CN1C2=C(N(CCC1=O)C[C@@H]([C@@H]([C@@H](CO)O)O)O)NC(NC2=O)=O)C 5-(2-Oxopropyl)-9-[(2S,3S,4R)-2,3,4,5-tetrahydroxypentyl]-5,7,8,9-tetrahydro-1H-pyrimido[4,5-b][1,4]diazepine-2,4,6(3H)-trione